C(C1=CC=CC=C1)C1=C(SC=2N3C([C@@H](OCC21)C)=NN=C3C)C#CC=3C=CC(=NC3)N (S)-5-((3-benzyl-6,9-dimethyl-4H,6H-thieno[2,3-e][1,2,4]triazolo[3,4-c][1,4]oxazepin-2-yl)ethynyl)pyridin-2-amine